ClC=1C(=CC(=NC1)NC1=CC=NN1C)C=1C=C2N(CCN(C2=O)CC2=NC=CC=C2CO)C1 7-(5-chloro-2-((1-methyl-1h-pyrazole-5-yl)amino)pyridine-4-yl)-2-((3-(hydroxymethyl)pyridin-2-yl)methyl)-3,4-dihydropyrrolo[1,2-a]pyrazine-1(2H)-one